ethyl-4-chloro-3-cyclopropyl-N-methylaniline C(C)N(C1=CC(=C(C=C1)Cl)C1CC1)C